C1(CCC2=CC=CC=C12)NC1=C(C=C2C(=N1)NN=C2N)F N6-(2,3-dihydro-1H-inden-1-yl)-5-fluoro-1H-pyrazolo[3,4-b]pyridine-3,6-diamine